fluoroguanosine-5'-phosphate P(=O)(O)(O)OC[C@@H]1[C@H]([C@H]([C@@](O1)(N1C=NC=2C(=O)NC(N)=NC12)F)O)O